ClC1=C(C#N)C=C(C=C1)C(=O)N1CC=2C(=NN3C2C(NCC3C)=O)C[C@H]1C 2-Chloro-5-((3R)-3,7-dimethyl-10-oxo-1,2,3,4,7,8,9,10-octahydropyrido[4',3':3,4]pyrazolo[1,5-a]pyrazine-2-carbonyl)benzonitrile